FC(C1=CC=C(C=N1)CN1N=CC(=C1)CNC(OC(C)(C)C)=O)(F)F tert-butyl ((1-((6-(trifluoromethyl)pyridin-3-yl)methyl)-1H-pyrazol-4-yl)methyl)carbamate